BrC1=C(C=C2NC(C=3N(C2=C1)C=NC3)=O)C(F)(F)F 8-bromo-7-(trifluoromethyl)imidazo[1,5-a]quinoxalin-4(5H)-one